5-bromo-2-cyclopropyl-thiazole BrC1=CN=C(S1)C1CC1